C(\C=C/C(=O)O)(=O)O.C(\C=C/C(=O)O)(=O)O maleic acid, maleic acid salt